(Z)-2-(2,5-dimethyl-1-(4-phenethylbenzylidene)-1H-inden-3-yl)acetic acid CC=1/C(/C2=CC=C(C=C2C1CC(=O)O)C)=C/C1=CC=C(C=C1)CCC1=CC=CC=C1